C(C)OC1=CC(=NC=C1C#N)C(C)N1C(C2=CC(=CC(=C2CC1)C=1C(=NC(=CC1)F)C)CCN(C1COC1)C)=O 4-ethoxy-6-(1-(5-(6-fluoro-2-methylpyridin-3-yl)-7-(2-(methyl(oxetan-3-yl)amino)ethyl)-1-oxo-3,4-dihydroisoquinolin-2(1H)-yl)ethyl)nicotinonitrile